N1CC(C1)CS(=O)(=O)OC1=NC(=C(C=C1)OC(F)(F)F)C 1-(6-methyl-5-(trifluoromethoxy) pyridin-2-yl) azetidin-3-ylmethanesulfonate